4-(4-(4-bromophenyl)-1-cyclohexyl-1H-imidazol-5-yl)-1H-pyrrolo[2,3-b]Pyridine BrC1=CC=C(C=C1)C=1N=CN(C1C1=C2C(=NC=C1)NC=C2)C2CCCCC2